ClC=1C(=C(C=CC1)NC1=NC=NC2=CC(=C(C=C12)OC1CCN(CC1)CC(=O)NCCCCSC1=C2CN(C(C2=CC=C1)=O)C1C(NC(CC1)=O)=O)OC)F 2-(4-((4-((3-chloro-2-fluorophenyl)amino)-7-methoxyquinazolin-6-yl)oxy)piperidin-1-yl)-N-(4-((2-(2,6-dioxopiperidin-3-yl)-1-oxoisoindolin-4-yl)thio)butyl)acetamide